5-(1,3-dibenzylpyrrolidin-3-yl)-1-((2-(trimethylsilyl)ethoxy)methyl)-6-vinyl-1H-indazole C(C1=CC=CC=C1)N1CC(CC1)(CC1=CC=CC=C1)C=1C=C2C=NN(C2=CC1C=C)COCC[Si](C)(C)C